FC(C1=CC=C(N=N1)NC1CC2(CNC2)C1)(F)F N-[6-(trifluoromethyl)pyridazin-3-yl]-2-azaspiro[3.3]heptane-6-amine